(S)-N-((1s,3R)-1-(5-bromo-4-methylpyrimidin-2-yl)-3-((tert-butyldimethylsilyl)oxy)-3-methylcyclobutyl)-2-methylpropane-2-sulfinamide BrC=1C(=NC(=NC1)C1(CC(C1)(C)O[Si](C)(C)C(C)(C)C)N[S@@](=O)C(C)(C)C)C